C(C)(C)(C)OC(=O)N1CCN(CC1)C1=C(C=CC=C1)N[C@H]1C(NC(CC1)=O)=O |r| (±)-4-(2-((2,6-Dioxopiperidin-3-yl)amino)phenyl)piperazine-1-carboxylic acid tert-butyl ester